CC(C)C1=CC=CC=C1S(=O)(=O)[O-].[Na+] sodium cumenesulfonate